ClC1=CC=C(C=C1)/C=C/CN1CCC2(CC1)CN(C1=CC=C(C=C12)F)C(=O)C1=CC(=NC=C1)Cl {1'-[(2E)-3-(4-chlorophenyl)prop-2-ene-1-yl]-5-fluorospiro[indole-3,4'-piperidine]-1(2H)-yl}(2-chloropyridin-4-yl)methanone